ClC=1C=C(C=CC1)C(CO)NC(=O)C1=CN(C=C1)C1=CC(=NC=C1)NC1=CC=CC=C1 N-(1-(3-chloro-phenyl)-2-hydroxy-ethyl)-1-(2-(phenyl-amino)pyridin-4-yl)-1H-pyrrole-3-carboxamide